estra-3,5-diene C[C@@]12CCC[C@H]1[C@@H]1CC=C3C=CCC[C@@H]3[C@H]1CC2